F[P-](F)(F)(F)(F)F.N1(N=NC2=C1C=CC=C2)O[P+](N(C)C)(N(C)C)N(C)C (benzotriazol-1-yloxy)tris(dimethylamino)phosphonium Hexafluorophosphate